C(C)OC1=NN=C(S1)NC(C1=CN=C(C=C1C1=C(C(=CC=C1OC)C(F)(F)F)F)C)=O N-(5-ethoxy-1,3,4-thiadiazol-2-yl)-4-(2-fluoro-6-methoxy-3-(trifluoromethyl)phenyl)-6-methylnicotinamide